CN1C[C@@H](OCC1)CC1=C(N=C2N1C=CC(=C2)C)C2=C(C=C(C=C2F)C(NC)=O)F methyl-(S)-2-((2-(2,6-difluoro-4-(methylcarbamoyl)phenyl)-7-methylimidazo[1,2-a]pyridin-3-yl)methyl)morpholine